BrC=1SC=2C(NC(=C3CC(OC1C23)C)C)=O 2-bromo-4,6-dimethyl-5,7-dihydro-3-oxa-1-thia-7-aza-acenaphthylen-8(4H)-one